BrC=1C(=NN2C1C=CC=C2)C2=NC1=C(C=NC(=C1)C(F)(F)F)N2C 2-(3-Bromopyrazolo[1,5-a]pyridin-2-yl)-3-methyl-6-(trifluoromethyl)imidazo[4,5-c]pyridine